gamma-(1-naphthylmethyl)-proline C1(=CC=CC2=CC=CC=C12)CC1C[C@H](NC1)C(=O)O